2-chloro-5-(trifluoromethoxy)benzohydrazide ClC1=C(C(=O)NN)C=C(C=C1)OC(F)(F)F